3,11-di-tert-butyl-5,9-bis(3,5-di-tert-butylphenyl)-7-methyl-5,9-dihydro-5,9-diaza-13b-boranaphtho[3,2,1-de]anthracene C(C)(C)(C)C1=CC=2N(C=3C=C(C=C4N(C=5C=C(C=CC5B(C34)C2C=C1)C(C)(C)C)C1=CC(=CC(=C1)C(C)(C)C)C(C)(C)C)C)C1=CC(=CC(=C1)C(C)(C)C)C(C)(C)C